CC=1C=C(C=CC1C)C1=CC=2C(=NC(=C(C2)C(=O)NC2CS(C=C2)(=O)=O)O)S1 2-(3,4-Dimethylphenyl)-N-(1,1-dioxido-2,3-dihydrothiophen-3-yl)-6-hydroxythieno[2,3-b]pyridine-5-carboxamide